FC(C=1C=C(C=NC1)OC1CC2(CNC2)C1)(F)F 6-[[5-(trifluoromethyl)-3-pyridyl]oxy]-2-azaspiro[3.3]heptane